(3R,4S)-4-(4-fluoroanilino)-3-methyl-piperidine-1-carboxylic acid tert-butyl ester C(C)(C)(C)OC(=O)N1C[C@H]([C@H](CC1)NC1=CC=C(C=C1)F)C